(E)-2,2,3,3-tetramethyl-21-(2-(2-nitrovinyl)phenoxy)-4,7,10,13,16,19-hexaoxa-3-silahenicosane CC(C)([Si](OCCOCCOCCOCCOCCOCCOC1=C(C=CC=C1)\C=C\[N+](=O)[O-])(C)C)C